ClC1=C(C=C(C=C1)F)C1NC(C2=C1C(=CC1=C(N(N=C21)C)C2CC2)C2=C(C(=O)N)C=C(C=C2C(F)(F)F)F)=O [6-(2-chloro-5-fluorophenyl)-3-cyclopropyl-2-methyl-8-oxo-7,8-dihydro-6H-pyrrolo[4,3-g]indazol-5-yl]-5-fluoro-3-(trifluoromethyl)benzamide